N-(1-((1S,3R)-3-hydroxycyclopentyl)-3-(pyridin-2-yl)-1H-pyrazol-4-yl)-2-(1H-pyrazol-4-yl)thiazole-4-carboxamide O[C@H]1C[C@H](CC1)N1N=C(C(=C1)NC(=O)C=1N=C(SC1)C=1C=NNC1)C1=NC=CC=C1